C(C)(=O)OC1CCC2C3CCC=4C=C(C=CC4C3CCC12C)O (3-hydroxy-13-methyl-6,7,8,9,11,12,14,15,16,17-decahydrocyclopenta[a]phenanthren-17-yl) acetate